5-isopropyl-2-(6-methylpyridin-2-yl)-4-phenoxypyrimidine C(C)(C)C=1C(=NC(=NC1)C1=NC(=CC=C1)C)OC1=CC=CC=C1